4-chloro-1H-indole-1-carboxylic acid tert-butyl ester C(C)(C)(C)OC(=O)N1C=CC2=C(C=CC=C12)Cl